5'-O-(tert-butyldimethylsilyl)-2'-deoxy-5-(N-trifluoroacetyl-3-aminopropynyl)uridine [Si](C)(C)(C(C)(C)C)OC[C@@H]1[C@H](C[C@@H](O1)N1C(=O)NC(=O)C(=C1)C#CCNC(C(F)(F)F)=O)O